3-amino-1-(cyclopropylmethyl)-7-methyl-N-(1-methylcyclopropyl)-2,4-dioxo-quinazoline-6-sulfonamide NN1C(N(C2=CC(=C(C=C2C1=O)S(=O)(=O)NC1(CC1)C)C)CC1CC1)=O